3-amino-4,5-dimethyl-isoxazole NC1=NOC(=C1C)C